N-(3-{8-bromo-3-[(trifluoromethyl)sulfanyl]indolizin-2-yl}prop-2-yn-1-yl)-7-(dimethylphosphoryl)-1,3-dihydro-2-benzofuran-4-amine BrC1=CC=CN2C(=C(C=C12)C#CCNC1=CC=C(C=2COCC21)P(=O)(C)C)SC(F)(F)F